F[C@H]1CN(CC[C@H]1NC1=CC=CC=2N1N=C(C2[C@@H]2OC2)C#CCNC2=C(C=C(C=C2)S(=O)(=O)C)OC)C N-((3S,4R)-3-fluoro-1-methylpiperidin-4-yl)-2-(3-((2-methoxy-4-(methylsulfonyl)phenyl)amino)prop-1-yn-1-yl)-3-((S)-oxiran-2-yl)pyrazolo[1,5-a]pyridin-7-amine